2'-azido-2',3'-dideoxyinosine N(=[N+]=[N-])[C@H]1[C@@H](O[C@@H](C1)CO)N1C=NC=2C(O)=NC=NC12